C(C=C)(=O)N1C[C@H](N([C@@H](C1)C)C(C(F)(F)F)=O)C1=CC(=NC(=C1)Cl)C1=CC(=NC=N1)C(=O)NC 6-(4-((2R,6R)-4-acryloyl-6-methyl-1-(2,2,2-trifluoroacetyl)piperazin-2-yl)-6-chloropyridin-2-yl)-N-methylpyrimidine-4-carboxamide